N-(2-(2-aminoethoxy)ethyl)-2-chloro-4-((3-(4-methoxyphenyl)imidazo[1,2-a]pyrazin-8-yl)amino)benzamide hydrochloride Cl.NCCOCCNC(C1=C(C=C(C=C1)NC=1C=2N(C=CN1)C(=CN2)C2=CC=C(C=C2)OC)Cl)=O